2,4-dimethylcyclohexane CC1CCCC(C1)C